2-ethylmalonic acid dioctyl ester C(CCCCCCC)OC(C(C(=O)OCCCCCCCC)CC)=O